S(=O)(=O)(O)O.C(C)N(C1=CC=C(C=C1)N)CC N,N-Diethyl-1,4-Phenylenediamine Sulphate